C(CCCCCCCCCCCCC)N1C(=C(C(C2=C(C=C(C=C12)OCC=C)OCC=C)=O)OCC=C)C1=CC(=C(C=C1)OCC=C)OCC=C N-tetradecyl-2-(3,4-di-(2-propen-1-oxy)-phenyl)-3,5,7-tri-(2-propen-1-oxy)-quinolin-4-one